IC=1C(=CNC(C1)=O)CN(C(CC=C)=O)C N-((4-iodo-6-oxo-1,6-dihydropyridin-3-yl)methyl)-N-methylbutan-3-enamide